5-(2-(pyrrolidin-1-yl)ethoxy)-7-(trifluoromethyl)-1H-benzo[d]imidazole N1(CCCC1)CCOC1=CC2=C(NC=N2)C(=C1)C(F)(F)F